S(=O)(=O)(O)C(C(=O)O)CC(=O)N.S(=O)(=O)(O)C(C(=O)O)CC(=O)N sulfosuccinamic acid (sulfosuccinamate)